COC1CCN(CC1)C1=C(C=C(C=C1)C(F)(F)F)[N+](=O)[O-] 4-methoxy-1-(2-nitro-4-(trifluoromethyl)phenyl)piperidine